bis(2,4,6-trimethylbenzoyl)-isobutyl-phosphine oxide CC1=C(C(=O)P(CC(C)C)(C(C2=C(C=C(C=C2C)C)C)=O)=O)C(=CC(=C1)C)C